4-((6-Ethoxy-1-methyl-1H-pyrazolo[3,4-d]pyrimidin-4-yl)aminomethyl)-benzenesulfonamide C(C)OC1=NC(=C2C(=N1)N(N=C2)C)NCC2=CC=C(C=C2)S(=O)(=O)N